tert-butyl N-((1R,2S,5S)-2-amino-5-(dimethylcarbamoyl)cyclohexyl)carbamate oxalate salt C(C(=O)O)(=O)O.N[C@@H]1[C@@H](C[C@H](CC1)C(N(C)C)=O)NC(OC(C)(C)C)=O